[Si].[Fe].[Co] cobalt-iron silicon